CN(C(C)(C)[C@H]1OCCN(C1)C=1C=CC(=NC1)NC=1C=CC(=C2CNC(C12)=O)C1=CN=C2N1C=CC(=C2)F)C (S)-7-((5-(2-(2-(dimethyl-amino)propan-2-yl)morpholino)pyridin-2-yl)amino)-4-(7-fluoro-imidazo[1,2-a]pyridin-3-yl)isoindolin-1-one